BrCC(=O)NC=1C2=C(SC1C(=O)OC)C=CC=C2 methyl 3-(2-bromoacetamido)benzo[b]thiophene-2-carboxylate